C(C)(C)(C)OC(N[C@@H](CC=C)C1=NC=CC(=C1)C1=C(C=NN1C(F)F)[N+](=O)[O-])=O (S)-(1-(4-(1-(difluoromethyl)-4-nitro-1H-pyrazol-5-yl)pyridin-2-yl)but-3-en-1-yl)carbamic acid tert-butyl ester